C1(=CC=C(C=C1)CS(=O)C=1OC2=C(N1)C=CC(=C2)Cl)C2=CC=CC=C2 2-(([1,1'-biphenyl]-4-ylmethyl)sulfinyl)-6-chlorobenzo[d]oxazole